N-((3-CHLORO-1H-PYRROLO[2,3-B]PYRIDIN-5-YL)METHYL)-2-(6-METHYL-2-OXO-3-(PHENETHYLAMINO)PYRAZIN-1(2H)-YL)ACETAMIDE ClC1=CNC2=NC=C(C=C21)CNC(CN2C(C(=NC=C2C)NCCC2=CC=CC=C2)=O)=O